4-vinyl-N-butylpyridine iodide [I-].C(=C)C1=CCN(C=C1)CCCC